CCCC(CC(CCC)=O)=O.CCCC(CC(CCC)=O)=O.CCCC(CC(CCC)=O)=O.[Fe] iron tris(nonane-4,6-dione)